C1(=CC=CC=C1)S(=O)(=O)C(C1=CC(=CC=C1)C(F)(F)F)NC(OCC1=CC=CC=C1)=O Benzyl ((phenylsulfonyl)(3-(trifluoromethyl)phenyl)methyl)carbamate